C1(CC1)C1=NC=C(C=C1)C1=C(C=C(C=C1)B1OC(C(O1)(C)C)(C)C)C 2-cyclopropyl-5-[2-methyl-4-(4,4,5,5-tetramethyl-1,3,2-dioxaborolan-2-yl)phenyl]pyridine